2,5-bis(octadecenylamino)-1,3,4-thiadiazole C(=CCCCCCCCCCCCCCCCC)NC=1SC(=NN1)NC=CCCCCCCCCCCCCCCCC